nickel lithium-nickel-cobalt-manganese [Mn].[Co].[Ni].[Li].[Ni]